N-(1-(4-bromothiazol-2-yl)-3-(1,3-dioxoisoindolin-2-yl)propyl)-2-methylpropane-2-sulfinamide BrC=1N=C(SC1)C(CCN1C(C2=CC=CC=C2C1=O)=O)NS(=O)C(C)(C)C